NC1=NC=2C=NC(=CC2C2=C1C=NN2C)C(=O)N2[C@H](COCC2)C=2N=NC(=CC2)OC(F)F (4-amino-1-methyl-1H-pyrazolo[4,3-c][1,7]naphthyridin-8-yl)((3S)-3-(6-(difluoromethoxy)-3-pyridazinyl)-4-morpholinyl)methanone